methyl (2S,3R,3aR,8bR)-8b-hydroxy-6,8-dimethoxy-3a-(4-methoxyphenyl)-1-oxo-3-phenyl-2,3,3a,8b-tetrahydro-1H-cyclopenta[b]benzofuran-2-carboxylate O[C@@]12[C@@](OC3=C1C(=CC(=C3)OC)OC)([C@H]([C@@H](C2=O)C(=O)OC)C2=CC=CC=C2)C2=CC=C(C=C2)OC